(12R)-12-methyl-8,11,14-trioxa-5,19,20-triazatetracyclo[13.5.2.12,6.018,21]tricosa-1(20),2(23),3,15(22),16,18(21)-hexaene-4-carbonitrile C[C@H]1OCCOCC2NC(=CC(C3=NNC=4C=CC(OC1)=CC34)=C2)C#N